4-bromo-2-methylthiobenzamide BrC1=CC(=C(C(=S)N)C=C1)C